(R)-4-(3-bromo-2-fluorophenyl)-1-(2,2-difluoro-1-(4-fluorophenyl)propyl)-1H-pyrazole BrC=1C(=C(C=CC1)C=1C=NN(C1)[C@@H](C(C)(F)F)C1=CC=C(C=C1)F)F